FC1=C(C(=O)N)C=CC(=N1)C(C)(C)O fluoro-6-(2-hydroxypropan-2-yl)nicotinamide